6-bromo-8-(1-methoxyethyl)imidazo[1,2-a]Pyridine-2-carboxylic acid ethyl ester C(C)OC(=O)C=1N=C2N(C=C(C=C2C(C)OC)Br)C1